N[C@@H]1C2=CC=CC=C2CC12CCN(CC2)C=2N(C(C1=C(N2)NC=C1C(=C)C1=CC=CC=C1)=O)C (S)-2-(1-amino-1,3-dihydro-spiro[indene-2,4'-piperidin]-1'-yl)-3-methyl-5-(1-phenylvinyl)-3,7-dihydro-4H-pyrrolo[2,3-d]pyrimidin-4-one